C1(C2C(CCC1)O2)CC[Si](OC)(OC)OC (2,3-epoxycyclohexyl)ethyltrimethoxysilane